N'-((6-cyclopropyl-5-methyl-2,3-dihydro-1H-inden-4-yl)carbamoyl)-4-(2-hydroxypropan-2-yl)thiophene-2-sulfonimidamide C1(CC1)C1=C(C(=C2CCCC2=C1)NC(=O)N=S(=O)(N)C=1SC=C(C1)C(C)(C)O)C